N1=C(C=CC2=NC=CC=C12)C=1C=CN2N=C(N=CC21)N[C@@H]2CC[C@@H](CC2)N(C)C cis-N1-(5-(1,5-naphthyridin-2-yl)pyrrolo[2,1-f][1,2,4]triazin-2-yl)-N4,N4-dimethylcyclohexane-1,4-diamine